C(C)(=O)OC1CC2C3C=CCC3C1C2 3a,4,5,6,7,7a-hexahydro-4,7-methano-1H-inden-6-ol acetate